CC1(CN(C[C@H](O1)CNS(=O)(=O)C1=CC=C(C=C1)OC(F)(F)F)C(=O)OC(C)(C)C)C (S)-tert-butyl 2,2-dimethyl-6-(((4-(trifluoromethoxy)phenyl)sulfonamido)methyl)morpholine-4-carboxylate